(3S)-3-Cyano-N-[4-(3-cyanophenyl)-5-(2,6-dimethyl-4-pyridyl)thiazol-2-yl]piperazine-1-carboxamide C(#N)[C@@H]1CN(CCN1)C(=O)NC=1SC(=C(N1)C1=CC(=CC=C1)C#N)C1=CC(=NC(=C1)C)C